C(C1CO1)(=O)OCCCCCC(C)C isooctyl glycidate